C1(=CC=CC2=CC=CC=C12)C1=C2C(=C3C(=C(C(=C(C3=CC2=CC=C1)[2H])[2H])[2H])[2H])C1=C(C=CC=C1)C1=CC=CC=C1 naphthyl(biphenylyl)anthracene-d4